bis(4-hydroxyphenyl)-4-chlorophenyl-methane OC1=CC=C(C=C1)C(C1=CC=C(C=C1)Cl)C1=CC=C(C=C1)O